C=C1[C@@H]2CC[C@@H](C2)C1(C)C (-)-camphene